(R)-8-bromo-N2-(3-chloro-4-fluorophenyl)-N4-(1-cyclopropylbut-3-en-1-yl)quinazoline-2,4-diamine BrC=1C=CC=C2C(=NC(=NC12)NC1=CC(=C(C=C1)F)Cl)N[C@H](CC=C)C1CC1